[N+](=O)([O-])C=1C=C(C=CC1)[C@@H](CC(=O)N1C(OC[C@H]1C1=CC=CC=C1)=O)C (4R)-3-[(3R)-3-(3-nitrophenyl)butanoyl]-4-phenyl-1,3-oxazolidin-2-one